dimethyl-((5-methylpiperidin-3-yl)imino)-lambda6-Sulfanone CS(=O)(=NC1CNCC(C1)C)C